C(C=C)(=O)NCCCCNC(=O)C=1C=CC(=NC1)C1=NC=CC=C1 N-(4-acrylamidobutyl)-[2,2'-bipyridine]-5-carboxamide